N-[4-chloro-2-[(diethyl-lambda4-sulfanylidene)carbamoyl]-6-methylphenyl]-2-(3-chloro-2-pyridyl)-5-(trifluoromethyl)pyrazole-3-carboxamide ClC1=CC(=C(C(=C1)C)NC(=O)C=1N(N=C(C1)C(F)(F)F)C1=NC=CC=C1Cl)C(N=S(CC)CC)=O